O1CCN(CC1)C(=O)C1CCNCC1 morpholino(4-piperidinyl)methanone